C(C)(C)(C)OC(C(CCCC)N1C(C=C(C(=C1)OC)C1=C(C=CC(=C1)Cl)N1N=NN=C1)=O)=O 2-{4-[5-chloro-2-(1H-tetrazol-1-yl)phenyl]-5-methoxy-2-oxopyridin-1(2H)-yl}hexanoic acid tert-butyl ester